3-(((2-((4-(4-(((2-(2,6-dioxopiperidin-3-yl)-7-fluoro-1,3-dioxoisoIndoline-5-yl)methyl)(methyl)amino)piperidin-1-yl)phenyl)amino)-5-(trifluoromethyl)pyrimidin-4-yl)amino)methyl)benzene O=C1NC(CCC1N1C(C2=C(C=C(C=C2C1=O)CN(C1CCN(CC1)C1=CC=C(C=C1)NC1=NC=C(C(=N1)NCC=1C=CC=CC1)C(F)(F)F)C)F)=O)=O